C(CCC)OC1=CC=CC=C1 4-butoxybenzene